ethyl (Z)-2-(hydroxyimino)-3-oxobutyrate O\N=C(/C(=O)OCC)\C(C)=O